C(C)(C)C1=CC(=CC(=N1)N1N=CC=2C(=NC(=CC21)C=2C=NN(C2OC)C)C)N2[C@@H]([C@H](C2)CS(=O)(=O)C)C 1-(6-Isopropyl-4-((2R,3S)-2-methyl-3-((methylsulfonyl)methyl)azetidin-1-yl)pyridin-2-yl)-6-(5-methoxy-1-methyl-1H-pyrazol-4-yl)-4-methyl-1H-pyrazolo[4,3-c]pyridine